The molecule is a member of phenothiazines, a N-alkylpiperazine and an aromatic ketone. It has a role as a dopaminergic antagonist, an antiemetic and a phenothiazine antipsychotic drug. CCC(=O)C1=CC2=C(C=C1)SC3=CC=CC=C3N2CCN4CCN(CC4)CCO